silyl-dimethyl-ammonium bromide [Br-].[SiH3][NH+](C)C